ONC(C1=CC(=CC=C1)NC1=NC2=C(N1)C=C(C(=C2)C(F)(F)F)C2=CC(=CC=C2)O)=O N-hydroxy-3-((6-(3-hydroxy-phenyl)-5-(trifluoromethyl)-1H-benzo[d]imidazol-2-yl)amino)benzamide